(2-fluoro-6-(2H-1,2,3-Triazol-2-yl)phenyl)((3R,6S)-5-(6-(2-hydroxypropan-2-yl)-4-methylpyridin-2-yl)hexahydropyrrolo[3,4-c]pyrrol-2(1H)-yl)methanone FC1=C(C(=CC=C1)N1N=CC=N1)C(=O)N1CC2CN(CC2C1)C1=NC(=CC(=C1)C)C(C)(C)O